5-(3,3-difluoropiperidin-1-yl)-7-methylpyrazolo[1,5-a]Pyrimidine-3-carboxylic acid FC1(CN(CCC1)C1=NC=2N(C(=C1)C)N=CC2C(=O)O)F